5-(Tert-Butylsulfonyl)-3-(2,6-difluoropyridin-3-yl)pyrazolo[1,5-a]pyridine C(C)(C)(C)S(=O)(=O)C1=CC=2N(C=C1)N=CC2C=2C(=NC(=CC2)F)F